hexahydropyridazine-3-carboxylic acid 3-(1-ethyl-2-(2-((S)-1-methoxyethyl)-5-(4-methylpiperazin-1-yl) pyridin-3-yl)-5-vinyl-1H-indol-3-yl)-2,2-dimethylpropyl ester C(C)N1C(=C(C2=CC(=CC=C12)C=C)CC(COC(=O)C1NNCCC1)(C)C)C=1C(=NC=C(C1)N1CCN(CC1)C)[C@H](C)OC